ethyl-1-propyl sulfone C(C)S(=O)(=O)CCC